[3H]-Thymidine [C@@H]1(C[C@H](O)[C@@H](CO)O1)N1C(=O)NC(=O)C(C)=C1